(S)-4-(2-Amino-2-methylpropanoyl)-N-(1-(4-(2-(3-(aminomethyl)pyrrolidin-1-yl)ethyl)phenyl)-2-oxo-1,2-dihydropyrimidin-4-yl)piperazine-1-carboxamide hydrochloride salt Cl.NC(C(=O)N1CCN(CC1)C(=O)NC1=NC(N(C=C1)C1=CC=C(C=C1)CCN1C[C@@H](CC1)CN)=O)(C)C